CC1SC(CN(C1)C1=CC=C(C(=N1)C)C1(CC2(C1)CC(C2)N)N)C 2-(6-(2,6-dimethylthiomorpholino)-2-methylpyridin-3-yl)spiro[3.3]heptane-2,6-diamine